5-Phosphonovaleric acid P(=O)(O)(O)CCCCC(=O)O